4-(4-(4-((4-chloro-5-(trifluoromethyl)pyrimidin-2-yl)amino)-3-methoxyphenyl)piperazin-1-yl)adamantan-1-ol ClC1=NC(=NC=C1C(F)(F)F)NC1=C(C=C(C=C1)N1CCN(CC1)C1C2CC3(CC(CC1C3)C2)O)OC